4-{2-[3-(4-methylpiperazin-1-yl)propoxy]Phenyl}pyrimidin-2-amine CN1CCN(CC1)CCCOC1=C(C=CC=C1)C1=NC(=NC=C1)N